butyl 2,8-diazaspiro[3.5]nonane-2-carboxylate C1N(CC12CCCNC2)C(=O)OCCCC